Bromo-2-(methylthio)benzonitrile BrC=1C(=C(C#N)C=CC1)SC